(S)-5-(tert-butoxy)-4-(18-(tert-butoxy)-18-oxooctadecanoylamino)-5-oxopentanoic acid C(C)(C)(C)OC([C@H](CCC(=O)O)NC(CCCCCCCCCCCCCCCCC(=O)OC(C)(C)C)=O)=O